N1=C(C=CC2=CC=CC=C12)C(=O)N1[C@@H](CCC1)C(=O)O 1-(quinolin-2-yl-carbonyl)-L-proline